O1[C@H](COC2=C1C=CC=C2)CN2C[C@H](CCC2)C2=C(C=CC=C2)F |o1:13| (R*)-1-[(S)-1-(2,3-dihydrobenzo[1,4]dioxin-2-yl)methyl]-3-(2-fluorophenyl)piperidine